16-methyl-9,12-Hexadecadienoic acid CCCCC=CCC=CCCCCCCCC(=O)O